CC1(CN(C1)CC(=O)NC=1C=C(C(=NC1)C)NC(=O)C=1C=NN2C1SC(=C2)C=2C=NN(C2)C)C N-(5-(2-(3,3-dimethylazetidin-1-yl)acetamido)-2-methylpyridin-3-yl)-2-(1-methyl-1H-pyrazol-4-yl)pyrazolo[5,1-b]thiazole-7-carboxamide